C(C)(C)(C)OC(N[C@H](C(NC1CCC=2C1=NNC(C2C(F)(F)F)=O)=O)C)=O ((2S)-1-oxo-1-((3-oxo-4-(trifluoromethyl)-3,5,6,7-tetrahydro-2H-cyclopenta[c]pyridazin-7-yl)amino)propan-2-yl)carbamic acid tert-butyl ester